Hexafluoroheptanediol FC(C(C(C(O)(O)F)(F)F)(F)F)CCC